ClC=1C(N(N=CC1CCCN1CC2(C1)CC(C2)OC=2C=CC=1N(C2C)C(=NC1)C)C1OCCCC1)=O 4-chloro-5-(3-(6-((3,5-dimethylimidazo[1,5-a]pyridin-6-yl)oxy)-2-azaspiro[3.3]heptan-2-yl)propyl)-2-(tetrahydro-2H-pyran-2-yl)pyridazin-3(2H)-one